FC(C(=O)N[C@@H](C(C)(C)C)C(=O)O)(F)F N-trifluoroacetyl-tertiary leucine